N-BOC-glycinol C(=O)(OC(C)(C)C)NCCO